1-(6-(2-HYDROXYPHENYL)PYRIDAZIN-4-YL)-4-(2-METHOXYPHENYL)PIPERIDINE-4-CARBOXYLIC ACID OC1=C(C=CC=C1)C1=CC(=CN=N1)N1CCC(CC1)(C(=O)O)C1=C(C=CC=C1)OC